4-(1,5-dimethylpyrazol-4-yl)-N-(m-tolyl)-3,4-dihydro-1H-isoquinoline-2-carboxamide CN1N=CC(=C1C)C1CN(CC2=CC=CC=C12)C(=O)NC=1C=C(C=CC1)C